(R)-2-(2-methylimidazo[1,2-b]pyridazin-6-yl)-7-(3-methylpiperazin-1-yl)-4H-pyrido[1,2-a]pyrimidin-4-one CC=1N=C2N(N=C(C=C2)C=2N=C3N(C(C2)=O)C=C(C=C3)N3C[C@H](NCC3)C)C1